C(C[C@@H](C(=O)[O-])N)CN The molecule is an L-alpha-amino acid anion that is the conjugate base of L-ornithine. It has a role as a human metabolite. It is an ornithinate and a L-alpha-amino acid anion. It is a conjugate base of a L-ornithine.